C(=CC)[Sn] 1-propenyl-tin